COCC(CCS(=O)(=O)C1=CC=C2C(=N1)C=C(N2)CN(C(OC(C)(C)C)=O)C)=O tert-butyl ((5-((4-methoxy-3-oxobutyl)sulfonyl)-1H-pyrrolo[3,2-b]pyridin-2-yl)methyl)(methyl)carbamate